NC1=C(C=2C(=NC(=C(C2)C)C)N1C1=C(C(=CC=C1C)O)C)C(=O)N (S)-2-amino-1-(3-hydroxy-2,6-dimethylphenyl)-5,6-dimethylpyrrolo[2,3-b]pyridine-3-carboxamide